2,4,6-trimethylbenzoyldi-phenylphosphinate CCOP(=O)(C1=CC=CC=C1)C(=O)C2=C(C=C(C=C2C)C)C